1-(2-Chloro-4-hydroxyphenyl)-3-cyclopropylurea ClC1=C(C=CC(=C1)O)NC(=O)NC1CC1